FC([C@]12CCN(C[C@@H]2C1)C1=C(C(=O)NC2=NC(=NC(=C2)C)N2CCC(CC2)(F)F)C=CC(=C1)I)F 2-((1R,6S)-6-(Difluoromethyl)-3-azabicyclo[4.1.0]heptan-3-yl)-N-(2-(4,4-difluoropiperidin-1-yl)-6-methylpyrimidin-4-yl)-4-iodobenzamide